N1(N=CN=C1)C[C@@]1(C[C@@H](CO1)COC1=C(C=C(C=C1)N1CCN(CC1)C1=CC=C(C(=O)NC2=CC=C(C=C2)F)C=C1)CO)C1=C(C=C(C=C1)F)F 4-(4-(4-(((3R,5R)-5-((1H-1,2,4-triazol-1-yl)methyl)-5-(2,4-difluorophenyl)tetrahydrofuran-3-yl)methoxy)-3-hydroxymethylphenyl)piperazin-1-yl)-N-(4-fluorophenyl)benzamide